C(C)(C)(C)OC(=O)N1[C@H]2CN(C[C@@H]1CC2)C2=NC(=NC1=C(C(=CC=C21)C2=CC(=CC1=CC=CC=C21)O)F)OCC(C(=O)O)(C)C 3-((4-((1R,5S)-8-(tert-butoxycarbonyl)-3,8-diazabicyclo[3.2.1]octan-3-yl)-8-fluoro-7-(3-hydroxynaphthalen-1-yl)quinazolin-2-yl)oxy)-2,2-dimethylpropanoic acid